3-isopropoxy-4-nitro-1H-pyrazole C(C)(C)OC1=NNC=C1[N+](=O)[O-]